C1=C(C=CC2=CC=CC=C12)C1=CC=C(C=C1)NC=1C2=CC=CC=C2C=2C=CC=CC2C1 (4-naphthalen-2-yl-phenyl)-(phenanthren-9-yl)-amine